ClC=1C=C(CNCCC(=O)N(C)CCCNC2=NC3=C(C4=CN=CC=C24)C=CC(=C3)C(=O)N)C=CC1OC1CCC1 5-((3-(3-((3-Chloro-4-cyclobutoxybenzyl)amino)-N-methylpropanamido)propyl)amino)benzo[c][2,6]naphthyridine-8-carboxamide